2-methyl-5-(4-methyl-thiazol-5-ylmethoxy)-benzo[b]thiophene-3-carboxylic acid ethyl ester C(C)OC(=O)C=1C2=C(SC1C)C=CC(=C2)OCC2=C(N=CS2)C